2-Fluoro-4-(3-hydroxyazetidin-1-yl)benzoic acid FC1=C(C(=O)O)C=CC(=C1)N1CC(C1)O